BrC1=NN(N=C1C1=CC=CC=C1)COCC[Si](C)(C)C 4-bromo-5-phenyl-2-((2-(trimethylsilyl)ethoxy)methyl)-2H-1,2,3-triazole